CNC=1SC=C(N1)C1=CC=C(C=C1)[N+](=O)[O-] N-methyl-4-(4-nitrophenyl)thiazol-2-amine